C/C(=C\\COP(=O)([O-])OP(=O)([O-])[O-])/CC[C@@H]1[C@]2(CCCC([C@@H]2CC[C@@]1(C)O)(C)C)C The molecule is an organophosphate oxoanion obtained by deprotonation of the diphosphate OH groups of copal-8-ol diphosphate; major species at pH 7.3. It is a conjugate base of a copal-8-ol diphosphate.